ClC1=C(C=CC=C1OC1=NC=C(C=C1)C(F)(F)F)C1=CC(N(C=C1)C(CO)C1=NC=CN=C1)=O 4-(2-chloro-3-((5-(trifluoromethyl)pyridin-2-yl)oxy)phenyl)-1-(2-hydroxy-1-(pyrazin-2-yl)ethyl)pyridin-2(1H)-one